C(CCCC)C1=CC=C(C=O)C=C1 4-pentylbenzaldehyde